5-bromo-3-(ethanesulfonyl)-2-[1-ethyl-6-(trifluoromethyl)imidazo[4,5-b]pyridin-2-yl]pyridine BrC=1C=C(C(=NC1)C=1N(C=2C(=NC=C(C2)C(F)(F)F)N1)CC)S(=O)(=O)CC